C(C1=CC=CC=C1)OC(=O)N1CCC(CC1)CCC(=O)OC 4-(3-methoxy-3-oxopropyl)piperidine-1-carboxylic acid benzyl ester